dimethyl 6-isobutyrylpyridine-2,5-dicarboxylate C(C(C)C)(=O)C1=C(C=CC(=N1)C(=O)OC)C(=O)OC